(S)-4-(4-propenoyl-2-methylpiperazin-1-yl)-6-chloro-1-(4,6-diisopropylpyrimidin-5-yl)-7-(2-fluorophenyl)pyrido[2,3-d]pyrimidin-2(1H)-one C(C=C)(=O)N1C[C@@H](N(CC1)C=1C2=C(N(C(N1)=O)C=1C(=NC=NC1C(C)C)C(C)C)N=C(C(=C2)Cl)C2=C(C=CC=C2)F)C